8-fluoro-2-(1-((2-(trimethylsilyl)ethoxy)methyl)-1H-imidazol-4-yl)indolo[2,1-b]quinazoline-6,12-dione FC=1C=C2C(C3=NC4=CC=C(C=C4C(N3C2=CC1)=O)C=1N=CN(C1)COCC[Si](C)(C)C)=O